6-(Benzylthio)-8-(2,2-difluoroacetyl)imidazo[1,5-a]pyridine-3-carbohydrazide C(C1=CC=CC=C1)SC=1C=C(C=2N(C1)C(=NC2)C(=O)NN)C(C(F)F)=O